IC1=C(NC2=CC=C(C=C12)I)C(=O)OC methyl 3,5-diiodo-1H-indole-2-carboxylate